1-(4-(4,4,5,5-tetramethyl-1,3,2-dioxaborolan-2-yl)phenyl)imidazolidin-2-one CC1(OB(OC1(C)C)C1=CC=C(C=C1)N1C(NCC1)=O)C